10-[3'-(dibenzothiophen-4-yl)biphenyl-3-yl]phenanthro[9',10':4,5]furo[3,2-d]pyrimidine C1=CC=C(C=2SC3=C(C21)C=CC=C3)C=3C=C(C=CC3)C3=CC(=CC=C3)C3=C2C(=NC=N3)C=3C(O2)=C2C=CC=CC2=C2C=CC=CC23